CC12CC3(CC(CC(C1)(C3)C)(C2)C)C=2C=C(C=CC2)C2=CC=CC=C2 3-((3r,5r,7r)-3,5,7-trimethyladamantan-1-yl)-[1,1'-biphenyl]